C1(CC1)N1N=C(C(=C1)C1=NN2C(=NC=3C(=CC=CC3C2=N1)C(F)(F)F)N[C@H]1C(NCCCC1)=O)CC (3R)-3-{[2-(1-cyclopropyl-3-ethyl-1H-pyrazol-4-yl)-7-(trifluoromethyl)[1,2,4]triazolo[1,5-c]quinazolin-5-yl]amino}azepan-2-one